(R)-4-(4-(2,2-difluoroethyl)-1-((5-methoxy-7-methyl-1H-indol-4-yl)methyl)piperazin-2-yl)-2-propionamidobenzoic acid FC(CN1C[C@H](N(CC1)CC1=C2C=CNC2=C(C=C1OC)C)C1=CC(=C(C(=O)O)C=C1)NC(CC)=O)F